C(C)(C)(C)O[C@@H]([C@@H](C(=O)O)NC(C(F)(F)F)=O)C (2S,3R)-3-(tert-butoxy)-2-(2,2,2-trifluoroacetamido)butanoic acid